NC(=CC(C(C=COCC)=O)=O)OCC 6-amino-1,6-diethoxy-1,5-hexadiene-3,4-dione